N-[1-[(6S)-6-amino-5,6,7,8-tetrahydroquinolin-2-yl]-4-(fluoromethyl)pyrrolidin-3-yl]carbamic acid tert-butyl ester C(C)(C)(C)OC(NC1CN(CC1CF)C1=NC=2CC[C@@H](CC2C=C1)N)=O